ClC=1C=NN(C1)C1=CC=C(C=N1)[C@@H](C)CC(C)(S(=O)N)C ((S)-1-(6-(4-chloro-1H-pyrazol-1-yl)pyridin-3-yl)ethyl)-2-methylpropan-2-sulfinamide